(chloro)diethylsilane Cl[SiH](CC)CC